CC1=CC=C(CN(C)C)C=C1 4-methyl-N,N-dimethylbenzyl-amine